[C@H]1(CCC2=CC=CC=C12)NC=1N=CC(=NC1)C=1C=C(C=NC1)C(C(F)F)O 1-(5-(5-(((R)-2,3-dihydro-1H-inden-1-yl)amino)pyrazin-2-yl)pyridin-3-yl)-2,2-difluoroethan-1-ol